CC1(OB(OC1(C)C)C=C(C)C)C 4,4,5,5-tetramethyl-2-(2-methylprop-1-enyl)-1,3,2-dioxaborolane